((1S,3S,5S)-2-Azabicyclo[3.1.0]hexan-3-yl)methanol [C@H]12N[C@@H](C[C@@H]2C1)CO